(R)-3-(4-chlorophenyl)-4-fluoro-3-((1-hydroxycyclopropyl)methoxy)-2-((5-methoxypyridin-2-yl)methyl)-6-(1-methyl-1H-pyrazole-4-carbonyl)isoindolin-1-one ClC1=CC=C(C=C1)[C@@]1(N(C(C2=CC(=CC(=C12)F)C(=O)C=1C=NN(C1)C)=O)CC1=NC=C(C=C1)OC)OCC1(CC1)O